tetraboric acid lithium [Li].B(O)(O)O.B(O)(O)O.B(O)(O)O.B(O)(O)O